ClC=1C(=C(C=CC1)NC1=NC=NC2=CC=C(C=C12)OC1CCN(CC1)CC(=O)NC)F 2-(4-((4-((3-chloro-2-fluorophenyl)amino)quinazolin-6-yl)oxy)piperidin-1-yl)-N-methylacetamide